tert-butyl 3-(5-chloro-4-(dimethylcarbamoyl)-2-nitrophenylamino)azetidine-1-carboxylate ClC=1C(=CC(=C(C1)NC1CN(C1)C(=O)OC(C)(C)C)[N+](=O)[O-])C(N(C)C)=O